BrC1=C2C=CN(C2=CC(=C1)Cl)[Si](C(C)C)(C(C)C)C(C)C 4-bromo-6-chloro-1-(triisopropylsilyl)-1H-indole